C(C)N1N=C(C=C1)S(=O)(=O)NC(NC1=C2CCCC2=CC=2CCCC12)=O 1-Ethyl-N-((1,2,3,5,6,7-hexahydro-s-indacen-4-yl)carbamoyl)-1H-pyrazole-3-sulfonamide